6-chloro-3-(((1R)-1-(2-cyano-3-((1S)-1-fluoro-3-azabicyclo[3.2.0]heptan-3-yl)-7-methylquinoxalin-5-yl)ethyl)amino)picolinic acid ClC1=CC=C(C(=N1)C(=O)O)N[C@H](C)C1=C2N=C(C(=NC2=CC(=C1)C)C#N)N1C[C@@]2(CCC2C1)F